C(C)(C)N1N=C(C(C2=CC=C(C=C12)C(F)(F)F)=O)CCO[Si](C(C)C)(C(C)C)C(C)C 1-isopropyl-7-(trifluoromethyl)-3-(2-((triisopropylsilyl)-oxy)ethyl)cinnolin-4(1H)-one